P(=O)(O)(O)O.P(O[SiH2]C)(O)O methylsilyl (phosphite) phosphate